N-[1-(1-{2-[4-(2,3-dimethylphenyl)piperazin-1-yl]-2-oxoethyl}-1,4,5,6-tetrahydrocyclopenta[c]pyrazole-3-carbonyl)piperidin-3-yl]acetamide CC1=C(C=CC=C1C)N1CCN(CC1)C(CN1N=C(C2=C1CCC2)C(=O)N2CC(CCC2)NC(C)=O)=O